CS(=O)(=O)NCC12CC(C1)(C2)N2C(N1[C@H](CNCC1)C2)=O (R)-2-(3-(Methylsulfonamidomethyl)bicyclo[1.1.1]pentan-1-yl)-3-oxohexahydroimidazo[1,5-a]pyrazine